C1(=CC(=CC=C1)CC(=O)O)CC(=O)O 1,3-Phenylene-diacetic acid